2-iodo-N6-2-isopentenyl-adenine tert-butyl-(R)-((3-(4-(4,4-difluoroazepan-1-yl)-6-methyl-2-(methylthio)pyrimidine-5-carboxamido)phenyl)(methyl)(oxo)-λ6-sulfaneylidene)carbamate C(C)(C)(C)C[S@@](=O)(C1=CC(=CC=C1)NC(=O)C=1C(=NC(=NC1C)SC)N1CCC(CCC1)(F)F)=NC(O)=O.IC1=NC(=C2NC=NC2=N1)NCC=C(C)C